ClC=1C=C(C2=C(N1)N(C=C2)C=2C=NN(C2)C)C=O C6-chloro-1-(1-methyl-1H-pyrazol-4-yl)-1H-pyrrolo[2,3-b]pyridine-4-carbaldehyde